Cl.C(CCCCCCCCCCCCCCCCC)N octadecylamine, Hydrochloride